4-(2-(trifluoromethyl)benzoyl)-1H-pyrrole-2-carboxylic acid FC(C1=C(C(=O)C=2C=C(NC2)C(=O)O)C=CC=C1)(F)F